butoxyl-acrylamide O(CCCC)C(C(=O)N)=C